methyl 3-(4-amino-4-methylpiperidin-1-yl)-6-((2,3-dichlorophenyl) thio)-5-hydroxypyrazine-2-carboxylate NC1(CCN(CC1)C=1C(=NC(=C(N1)O)SC1=C(C(=CC=C1)Cl)Cl)C(=O)OC)C